S1C(=NC2=C1C=CC=C2)C2=C(N)C=C(C=C2)Cl 2-(1,3-benzothiazol-2-yl)-5-chloroaniline